N-acetyl-8-phenylnaphthalen-1-amine C(C)(=O)NC1=CC=CC2=CC=CC(=C12)C1=CC=CC=C1